FC1=C(CN2C(C3=NC=CN=C3C(=C2)C(=O)NC2CC3(COC3)C2)=O)C(=CC(=C1)C=1C2=CN(N=C2C=CC1)C)F 6-(2,6-difluoro-4-(2-methyl-2H-indazol-4-yl)benzyl)-5-oxo-N-(2-oxaspiro[3.3]heptan-6-yl)-5,6-dihydropyrido[3,4-b]pyrazine-8-carboxamide